N,N-dimethyl-(1R,2R)-1,2-cyclohexanediamine CN([C@H]1[C@@H](CCCC1)N)C